(4-bromo-2-fluorophenoxy)-4-methylthiazole-2-carboxamide BrC1=CC(=C(OC2=C(N=C(S2)C(=O)N)C)C=C1)F